CC1=CC=C(C=C1)C1C(CCCC1)=O 2-(4-methylphenyl)cyclohexanone